5-bromo-N-methoxy-N-methylpentanamide BrCCCCC(=O)N(C)OC